CC=1OC2=C(N1)C=CC(=C2)B(O)O (2-Methyl-1,3-benzoxazol-6-yl)boronic acid